2-((1R,2S)-1-(2-cyano-5-fluorophenyl)-1-(5-methylpyrazin-2-yl)propan-2-yl)-5-hydroxy-N-(isoxazol-4-yl)-1-methyl-6-oxo-1,6-dihydropyrimidine-4-carboxamide C(#N)C1=C(C=C(C=C1)F)[C@@H]([C@H](C)C=1N(C(C(=C(N1)C(=O)NC=1C=NOC1)O)=O)C)C1=NC=C(N=C1)C